CN([C@@H](CC1=CC(I)=C(C(I)=C1)OC1=CC(I)=C(C(I)=C1)O)C(=O)O)C N,N-dimethylthyroxin